2,7-diethyl-4,9-diaminopyrene C(C)C1=CC2=CC(=C3C=C(C=C4C=C(C(=C1)C2=C43)N)CC)N